C(C)N1[C@@H](CCCC1)COC=1C=C2COC(C2=CC1)=O (S)-5-((1-ethylpiperidin-2-yl)methoxy)isobenzofuran-1(3H)-one